tert-butyl 4-(3-(2-amino-4-(2-fluoro-4-nitrophenoxy)pyridin-3-yl)propioloyl)piperazine-1-carboxylate NC1=NC=CC(=C1C#CC(=O)N1CCN(CC1)C(=O)OC(C)(C)C)OC1=C(C=C(C=C1)[N+](=O)[O-])F